1-ethyl-4-((5-(3-fluoroimidazo[1,2-a]pyridin-6-yl)-4-methoxy-7H-pyrrolo[2,3-d]pyrimidin-2-yl)amino)cyclohexan-1-ol C(C)C1(CCC(CC1)NC=1N=C(C2=C(N1)NC=C2C=2C=CC=1N(C2)C(=CN1)F)OC)O